N1=CN=C(C2=C1NC=C2)N2CCN(CC2)CC(=O)NC2=CC=C(C=C2)S(NCC)(=O)=O 2-(4-(7H-pyrrolo[2,3-d]pyrimidin-4-yl)piperazin-1-yl)-N-(4-(N-ethylsulfamoyl)phenyl)acetamide